C(C1=CC=CC=C1)OCCOC1=CC(=C(C(=C1)F)N1CCN(CC1)C=1N=C(C2=C(N1)CCSC2)O)F 2-(4-(4-(2-(benzyloxy)ethoxy)-2,6-difluorophenyl)piperazin-1-yl)-7,8-dihydro-5H-thiopyrano[4,3-d]pyrimidin-4-ol